FC1=C(C=CC(=C1)F)C1=C2C(=NC(=C1)C(=O)OCC)O[C@H](CC2)CC(F)(F)F |r| Racemic-ethyl 5-(2,4-difluorophenyl)-2-(2,2,2-trifluoroethyl)-3,4-dihydro-2H-pyrano[2,3-b]pyridine-7-carboxylate